[Si](C)(C)(C(C)(C)C)OC1=CC=C2C=C(N(C2=C1)C(=O)OC(C)(C)C)C=1C(=NC(=CC1)N1C[C@@H](CCC1)OC)F t-Butyl 6-[(t-butyldimethylsilyl)oxy]-2-{2-fluoro-6-[(3R)-3-methoxypiperidin-1-yl]pyridin-3-yl}-1H-indole-1-carboxylate